NC1=NC(=CC(=N1)N1C[C@H](NCC1)C=1C=C(C=CC1Br)N1CC(C1)CO)C(C)C |r| (R/S)-(1-(3-(4-(2-amino-6-isopropylpyrimidin-4-yl)piperazin-2-yl)-4-bromophenyl)azetidin-3-yl)methanol